4-(4-((((benzylimino)methylene)amino)methyl)piperidin-1-yl)-6-fluoro-7-(2-fluorophenyl)-1-(2-isopropyl-4-methylpyridin-3-yl)pyrido[2,3-d]pyrimidin-2(1H)-one C(C1=CC=CC=C1)N=C=NCC1CCN(CC1)C=1C2=C(N(C(N1)=O)C=1C(=NC=CC1C)C(C)C)N=C(C(=C2)F)C2=C(C=CC=C2)F